C(=O)=[W](=C=O)(=C=O)(=C=O)=C=O pentacarbonyl-tungsten